6-[8-[[8-fluoro-2-(methylaminomethyl)-1,5,6,7-tetrahydrocyclopenta[f]benzimidazol-6-yl]methyl]-2-oxo-1-oxa-3,8-diazaspiro[4.5]decan-3-yl]-4H-pyrazino[2,3-b][1,4]oxazin-3-one FC1=C2C(=CC3=C1NC(=N3)CNC)CC(C2)CN2CCC3(CN(C(O3)=O)C3=NC1=C(OCC(N1)=O)N=C3)CC2